CN(C)CC1=NC2=C(N1)C=CC(=C2)NC(=O)C2=CC=C(C(=O)OC(C)(C)C)C=C2 tert-Butyl 4-((2-((dimethylamino)methyl)-1H-benzo[d]imidazol-5-yl)carbamoyl)benzoate